C(C)(C)(C)OC(=O)N[C@H]([C@@H](C)OCC1=CC=C(C=C1)CCCOCC(=O)OC(C)(C)C)CCC(N)=O tert-butyl 2-[3-[4-([[(2R,3S)-3-[(tert-butoxycarbonyl)amino]-5-carbamoylpentan-2-yl]oxy]methyl)phenyl] propoxy]acetate